C1(CC1)CCNC(=N)N 1-(2-cyclopropylethyl)guanidine